CC1(CO[C@H](CN1)C1=CC(=NC=2N1N=C(C2)[C@@H]2CC[C@H](CC2)C(F)(F)F)C)C (2R)-5,5-dimethyl-2-{5-methyl-2-[trans-4-(trifluoromethyl)cyclohexyl]pyrazolo[1,5-a]pyrimidin-7-yl}morpholine